4-chloro-1-[4-(1,1-difluoroethyl)phenyl]sulfonyl-3-(3-fluoro-4-methyl-pyrrolidin-1-yl)indazole iodide [I-].ClC1=C2C(=NN(C2=CC=C1)S(=O)(=O)C1=CC=C(C=C1)C(C)(F)F)N1CC(C(C1)C)F